Methyl 9-(5-((6S,8R)-8-Methyl-7-(2,2,2-Trifluoroethyl)-6,7,8,9-Tetrahydro-3H-Pyrazolo[4,3-f]Isoquinolin-6-Yl)Pyrimidin-2-Yl)-1-Oxa-9-Azaspiro[5.5]Undecane-3-Carboxylate C[C@H]1N([C@@H](C2=CC=C3C(=C2C1)C=NN3)C=3C=NC(=NC3)N3CCC1(CCC(CO1)C(=O)OC)CC3)CC(F)(F)F